C1NCC12CC(C2)CC=2C(=CC(=NC2)C(F)(F)F)C#N 5-(2-azaspiro[3.3]heptan-6-ylmethyl)-2-(trifluoromethyl)pyridine-4-carbonitrile